amino-N,N-dimethyl-5-[4-(1-phenylethylamino)quinazolin-6-yl]pyridine-3-carboxamide NC1=NC=C(C=C1C(=O)N(C)C)C=1C=C2C(=NC=NC2=CC1)NC(C)C1=CC=CC=C1